FC(=C(CC(CCC1=CC=CC=C1)(C)C)C1=CC2=CC=CC=C2C=C1)F 2-(1,1-difluoro-4,4-dimethyl-6-phenylhex-1-en-2-yl)naphthalene